isopropylidene diphenyl diphosphite O1P(OC1(C)C)OP(OC1=CC=CC=C1)OC1=CC=CC=C1